(2S)-2-[(S)-(2-ethoxyphenoxy)-phenylmethyl]morpholine C(C)OC1=C(O[C@H]([C@@H]2CNCCO2)C2=CC=CC=C2)C=CC=C1